CN(S(=O)(=O)NC1=CC=C(C=N1)[C@@H](CC[NH+](C([2H])([2H])[2H])C([2H])([2H])[2H])NC(=O)C=1SC2=NC=3CC[C@@H](CC3C=C2N1)C(C)(C)C)C |r| [rac-(3R)-3-[6-(dimethylsulfamoylamino)-3-pyridyl]-3-[[rac-(7S)-7-tert-butyl-5,6,7,8-tetrahydrothiazolo[5,4-b]quinoline-2-carbonyl]amino]propyl]-bis(trideuteriomethyl)ammonium